5-(1-(1-ethylcyclopentyloxy)ethoxycarbonyl)-7-oxo-bicyclo[2.2.1]Hept-2-ene C(C)C1(CCCC1)OC(C)OC(=O)C1C2C=CC(C1)C2=O